COC=1C=C(C=CC1OC)C=1NC2=CC=C(C=C2C1C)C1CCN(CC1)CC1=CN=C(N1)C 2-(3,4-dimethoxyphenyl)-3-methyl-5-(1-((2-methyl-1H-imidazol-5-yl)methyl)piperidin-4-yl)-1H-indole